ClC1=CC(=CC2=C1C(=NO2)C2CC2)NC(OC(C)(C)C)=O tert-Butyl (4-chloro-3-cyclopropylbenzisoxazol-6-yl)carbamate